4-(1-methyl-1H-pyrrolo[2,3-b]pyridin-3-yl)pyrimidine-5-carboxylate CN1C=C(C=2C1=NC=CC2)C2=NC=NC=C2C(=O)[O-]